N-isopropylpropan-2-imine C(C)(C)N=C(C)C